C(CCCCCC)(=O)OCC=C Heptanoic acid, 2-propenyl ester